The molecule is a carotenone that consists of beta,beta-caroten-4-one bearing two hydroxy substituents at positions 3 and 3' (the 3S,3'R diastereomer). It has a role as an algal metabolite, an animal metabolite, a marine metabolite, a bacterial metabolite, a plant metabolite and an antineoplastic agent. It is a cyclic ketone, a secondary alcohol and a carotenone. CC1=C(C(C[C@@H](C1)O)(C)C)/C=C/C(=C/C=C/C(=C/C=C/C=C(\\C)/C=C/C=C(\\C)/C=C/C2=C(C(=O)[C@H](CC2(C)C)O)C)/C)/C